N-(2-((2-(dimethylamino)ethyl)(methyl)amino)-4-ethoxy-5-((6-((2-(1-methyl-1H-pyrazol-3-yl)phenyl)amino)pyrimidin-4-yl)amino)phenyl)acetamide CN(CCN(C1=C(C=C(C(=C1)OCC)NC1=NC=NC(=C1)NC1=C(C=CC=C1)C1=NN(C=C1)C)NC(C)=O)C)C